OP(O)OP(O)O.CC(COC(C)CO)O dipropylene glycol diphosphite